CC1=NC=2C(=NC(=CC2)C2=CNC=3N=C(N=CC32)NCC(C)(C)F)N1C 5-(2,3-dimethyl-3H-imidazo[4,5-b]pyridin-5-yl)-N-(2-fluoro-2-methylpropyl)-7H-pyrrolo[2,3-d]pyrimidin-2-amine